ClC1=NC=C(C(=C1)C1=C(C=NC(=C1)C)C(=O)NC=1SC2=C(N1)CN(C2)C(C2=NC(=C(C=C2)C)Cl)=O)OC 2'-Chloro-N-(5-(6-chloro-5-methyl-picolinoyl)-5,6-dihydro-4H-pyrrolo[3,4-d]thiazol-2-yl)-5'-methoxy-6-methyl-[4,4'-bipyridine]-3-carboxamide